N-(3,5-Dichloropyridin-4-yl)-4-(difluoromethoxy)-3-((7-(1-(2-(2,6-dioxo-piperidin-3-yl)-1,3-dioxoisoindolin-4-yl)piperidin-4-yl)heptyl)oxy)benzamide ClC=1C=NC=C(C1NC(C1=CC(=C(C=C1)OC(F)F)OCCCCCCCC1CCN(CC1)C1=C2C(N(C(C2=CC=C1)=O)C1C(NC(CC1)=O)=O)=O)=O)Cl